2,5,6-trichloro-4-pyrimidinol ClC1=NC(=C(C(=N1)O)Cl)Cl